t-heptylperoxy 2-ethylhexyl monocarbonate C(OOOC(C)(C)CCCC)(OCC(CCCC)CC)=O